O[C@@H]1[C@H](CCCC1)NC(C1=CC(=C(C=C1)C)NCC=1C=NN(C1)C1=NC=CC=C1)=O N-[(1S,2S)-2-hydroxycyclohexyl]-4-methyl-3-({[1-(pyridin-2-yl)-1H-pyrazol-4-yl]methyl}amino)benzamide